Cl.Cl.N[C@]1([C@@H](CC[C@H](C1)CCB(O)O)CNC([C@H](CO)N)=O)C(=O)O (1R,2S,5R)-1-Amino-2-(((S)-2-amino-3-hydroxypropanamido)methyl)-5-(2-boronoethyl)cyclohexane-1-carboxylic acid dihydrochloride